C(C)N1C[C@@H](CCC1)NC1=C(C=C(N=N1)C1=C(C=C(C=C1)C(F)(F)F)NS(=O)(=O)CC)C (R)-N-(2-(6-((1-Ethylpiperidin-3-yl)amino)-5-methylpyridazin-3-yl)-5-(trifluoromethyl)phenyl)ethanesulfonamide